7-fluoro-2,3-dihydro-1H-pyrrolo[1,2-a]indole-9-carboxylic acid FC1=CC=2C(=C3N(C2C=C1)CCC3)C(=O)O